OC=1C2=C(N=C(N1)C)N=CC(=C2)N2C[C@@H](CC2)NC(C)=O (R)-N-(1-(4-hydroxy-2-methylpyrido[2,3-d]pyrimidin-6-yl)pyrrolidin-3-yl)acetamide